5-(2,4-ditert-butoxypyrimidin-5-yl)-3-[(1R)-2,2-difluoro-1-[5-(2,2,2-trifluoroethoxy)-3-pyridyl]ethoxy]-1-methyl-pyrazolo[3,4-c]pyridazine C(C)(C)(C)OC1=NC=C(C(=N1)OC(C)(C)C)C=1C=C2C(=NN1)N(N=C2O[C@@H](C(F)F)C=2C=NC=C(C2)OCC(F)(F)F)C